3-acetyl-7-{[4-(4-fluoro-2-methoxyphenyl)pyrimidin-2-yl]amino}-4-(4-methylpiperazin-1-yl)-2H-benzopyran-2-one C(C)(=O)C=1C(OC2=C(C1N1CCN(CC1)C)C=CC(=C2)NC2=NC=CC(=N2)C2=C(C=C(C=C2)F)OC)=O